7-(3-cyclopropylphenoxy)-2,2-dimethyl-pyrano[3,2-b]pyridine-8-carbonyl chloride C1(CC1)C=1C=C(OC=2C(=C3C(=NC2)C=CC(O3)(C)C)C(=O)Cl)C=CC1